FC(OC=1C=C(COC2=CC=C(C3=C2OCO3)CN[C@H](C(=O)N)C)C=CC1)F (S)-2-{[7-(3-difluoromethoxybenzyloxy)benzo[d][1,3]dioxol-4-yl]methylamino}propanamide